3-bromo-5-(1-fluoroethyl)pyridine BrC=1C=NC=C(C1)C(C)F